C1=CC(=CC=2OC3=C(C21)C=CC=C3)B3OC(C(O3)(C)C)(C)C 2-(dibenzo[b,d]furan-3-yl)-4,4,5,5-tetramethyl-1,3,2-dioxaborolane